CC=1OC2=C(C1C(=O)OCC)C=C(C=C2)\C=C\C2=CC=CC=C2 ethyl (E)-2-methyl-5-styrylbenzofuran-3-carboxylate